O.O.S(=O)(=O)([O-])[O-].[Ca+2] calcium sulphate di-hydrate